C(C)C1=C(C=CC=C1)OP(OC1=CC=CC=C1)(OC1=CC=CC=C1)=O Ethyltriphenylphosphoric acid